5-benzyl-1-(4-methoxybenzyl)-4,5,6,7-tetrahydro-1H-pyrazolo[4,3-c]pyridine-3-carboxylic acid C(C1=CC=CC=C1)N1CC2=C(CC1)N(N=C2C(=O)O)CC2=CC=C(C=C2)OC